C(CC#C)NC(C(=O)O)C 2-(BUT-3-YN-1-YLAMINO)PROPANOIC ACID